C(C1=CC=CC=C1)OC(=O)N1CC(C1)C1(CC2=C(N=NC(=C2)C2=C(C=CC=C2)O)N1)C.FC1=CC=C2C(=CNC2=C1)C1CN(CC1C)CCCC(=O)NN 4-(3-(6-fluoro-1H-indol-3-yl)-4-methylpyrrolidin-1-yl)butan-hydrazide benzyl-3-(3-(2-hydroxyphenyl)-6-methyl-6,7-dihydro-5H-pyrrolo[2,3-c]pyridazin-6-yl)azetidine-1-carboxylate